C(C)N(C1=C(C(=NC=N1)NCC1C(CN(CC1)CC(=O)N)O)F)CC1=C(C=C(C=C1)C(F)(F)F)F 2-(4-(((6-(ethyl(2-fluoro-4-(trifluoromethyl)benzyl)amino)-5-fluoropyrimidin-4-yl)amino)methyl)-3-hydroxypiperidin-1-yl)acetamide